C1CCNC(C1)C(C2=CC=CC=C2)C(=O)O The molecule is a monocarboxylic acid that is phenylacetic acid substituted by a piperidin-2-yl group at position 2. It is a metabolite of the drug methylphenidate. It has a role as a marine xenobiotic metabolite and a drug metabolite. It is a monocarboxylic acid and a member of piperidines.